BrC=1C2(C3=CC(=CC=C3C1)C(C)(C)O)CCC(CC2)(C(=O)OC)N(C(C(F)(F)F)=O)C2=CC(=CC=C2)Cl methyl (1s,4s)-2'-bromo-4-[(3-chlorophenyl)(trifluoroacetyl)amino]-6'-(2-hydroxypropan-2-yl)spiro[cyclohexane-1,1'-indene]-4-carboxylate